ClC=1C(=NC(=NC1)N(C1CCN(CC1)C1=CC2=C(N(C=N2)C2C(NC(CC2)=O)=O)C=C1)C)NC=1C=C2CC(N(C2=CC1)C)=O 3-[5-[4-[[5-Chloro-4-[(1-methyl-2-oxo-indolin-5-yl)amino]pyrimidin-2-yl]-methyl-amino]-1-piperidyl]benzimidazol-1-yl]piperidine-2,6-dione